3-bromo-5-(3-chloro-4-fluorophenoxy)-1-cyclobutyl-1H-1,2,4-triazole BrC1=NN(C(=N1)OC1=CC(=C(C=C1)F)Cl)C1CCC1